C1(CCCC1)=C[Si](C)(C)OC cyclopentylidene(methoxy)trimethylsilane